C(CCC)(=O)N1CCCC2=CC=CC=C12 1-butyryl-1,2,3,4-tetrahydroquinoline